3-cyclopropyl-2,4-difluoroaniline C1(CC1)C=1C(=C(N)C=CC1F)F